C(=O)O.NC1=CC=C(C(=N1)COCC=1C=C(C(=C(C1)NC1=CC(=NC=C1C(=O)NC([2H])([2H])[2H])Cl)OC)C1=NN(C=N1)C1CC1)F 4-((5-(((6-Amino-3-fluoropyridin-2-yl)methoxy)methyl)-3-(1-cyclopropyl-1H-1,2,4-triazol-3-yl)-2-methoxyphenyl)amino)-6-chloro-N-(methyl-d3)nicotinamide formate